N-[4-fluoro-2-[3-[3-methoxypropyl(methyl)amino]pyrrolidin-1-yl]-5-(2-morpholin-4-ylpyrimidin-5-yl)phenyl]-6-oxo-4-(trifluoromethyl)-1H-pyridine-3-carboxamide FC1=CC(=C(C=C1C=1C=NC(=NC1)N1CCOCC1)NC(=O)C1=CNC(C=C1C(F)(F)F)=O)N1CC(CC1)N(C)CCCOC